5-(1-methylcyclohexyloxycarbonyl)-bicyclo[2.2.1]Hept-2-ene CC1(CCCCC1)OC(=O)C1C2C=CC(C1)C2